C(C)OC(C(C(=O)OCC)CC1=CC=C(C=C1)Br)=O (4-bromobenzyl)malonic acid diethyl ester